C1(=CC=CC=C1)N(C1=CC=C(C=C1)C1=CC=C(C=C1)N(C1=CC=C(C=C1)C)C1=CC=CC=C1)C1=CC=C(C=C1)C N,N'-diphenyl-N,N'-bis(4-methylphenyl)-1,1'-biphenyl-4,4'-diamine